C(CC[C@@H](C(=O)O)NC(=O)C1=CC=C(NC[C@@H]2CNC=3N=C(N)NC(=O)C3N2)C=C1)(=O)O.OC1[C@H](N)[C@@H](O)[C@H](O)[C@H](O1)CO D-glucosamine (6R,S)-tetrahydrofolate